Cl.CN1CCN(CC1)C1=CC=C(NC=2C=CC3=C(NC(C(=N3)NC3=C(C(=CC(=C3Cl)OC)OC)Cl)=O)N2)C=C1 6-(4-(4-methylpiperazin-1-yl)anilino)-2-(2,6-dichloro-3,5-dimethoxyanilino)pyrido[2,3-B]pyrazin-3(4H)-one hydrochloride